3,4-dihydro-1H-2lambda6-benzothiopyran-2,2,4-trion C1S(CC(C2=C1C=CC=C2)=O)(=O)=O